C(#N)C1=CC(=C(COC2=NC(=NC=C2)N2N=C3C(=C2)CN(C3)CC3=NC2=C(N3C[C@H]3OCC3)C=C(C=C2)C(=O)O)C=C1)F (S)-2-((2-(4-((4-cyano-2-fluorobenzyl)oxy)pyrimidin-2-yl)-2,6-dihydropyrrolo[3,4-c]pyrazol-5(4H)-yl)methyl)-1-(oxetan-2-ylmethyl)-1H-benzo[d]imidazole-6-carboxylic acid